FC(OCC=O)F 2-(difluoromethoxy)ethanone